1-(2-aminoethyl)urea NCCNC(=O)N